CCCCCCCCCCCCCCCCOCC(=O)COP(=O)(O)O The molecule is a 1-alkylglycerone 3-phosphate in which the alkyl group is specified as palmityl (hexadecyl). It is a conjugate acid of a 1-palmitylglycerone 3-phosphate(2-).